methyl (2-chlorophenyl) icosyl phosphate P(=O)(OC)(OC1=C(C=CC=C1)Cl)OCCCCCCCCCCCCCCCCCCCC